naphthalene-2,3-dicarboxylic anhydride C1=C2C(=CC3=CC=CC=C13)C(=O)OC2=O